5-chloro-N-[rac-(1S)-1-[[(3-amino-3-oxo-propyl)-(2-chloro-2-fluoro-acetyl)amino]carbamoyl]-3-methyl-butyl]-1H-indole-2-carboxamide ClC=1C=C2C=C(NC2=CC1)C(=O)N[C@@H](CC(C)C)C(NN(C(C(F)Cl)=O)CCC(=O)N)=O |r|